Linalylacetat C(C)(C=C)(CCC=C(C)C)CC(=O)[O-]